nicotinamide HCl salt Cl.C(C1=CN=CC=C1)(=O)N